BrC(=C)C1=CC=C(C=C1)F 1-(1-bromovinyl)-4-fluorobenzene